(S)-N-(4-(4'-cyano-[1,1'-biphenyl]-3-yl)thiazol-2-yl)-1-(5-methyl-1-(methylsulfonyl)-1H-pyrrole-3-carbonyl)azetidine-2-carboxamide C(#N)C1=CC=C(C=C1)C1=CC(=CC=C1)C=1N=C(SC1)NC(=O)[C@H]1N(CC1)C(=O)C1=CN(C(=C1)C)S(=O)(=O)C